CNC1=C(C(C1=O)=O)NCCCN(CCCCCCCC(=O)OCCC(CCCC)CCCC)CCCCCCCC(=O)OCCC(CCCC)CCCC Bis(3-butylheptyl) 8,8'-((3-((2-(methylamino)-3,4-dioxocyclobut-1-en-1-yl)amino)propyl)azanediyl)dioctanoate